(E)-4-(dimethyl-amino)-1-(4-(8-((3-methyl-4-((1-methyl-1H-benzo[d][1,2,3]triazol-5-yl)oxy)phenyl)amino)pyrimido[5,4-d]pyrimidin-2-yl)piperazin-1-yl)but-2-en-1-one CN(C/C=C/C(=O)N1CCN(CC1)C=1N=CC2=C(N1)C(=NC=N2)NC2=CC(=C(C=C2)OC2=CC1=C(N(N=N1)C)C=C2)C)C